2-cyclopentyl-4-[(1S,2S)-2-hydroxycyclohexoxy]-N-[(E,1S)-1-methyl-3-methylsulfonyl-allyl]pyrimidine-5-carboxamide C1(CCCC1)C1=NC=C(C(=N1)O[C@@H]1[C@H](CCCC1)O)C(=O)N[C@H](\C=C\S(=O)(=O)C)C